2,7-dibenzoyl-9-phenyl-acridine 2-(((3,5-di-tert-butylbenzoyl)oxy)methyl)-2-(((2-isopropyl-4-methyl-1H-pyrrole-3-carbonyl)oxy)methyl)propane-1,3-diyl bis(3,5-di-tert-butylbenzoate) C(C)(C)(C)C=1C=C(C(=O)OCC(COC(C2=CC(=CC(=C2)C(C)(C)C)C(C)(C)C)=O)(COC(=O)C2=C(NC=C2C)C(C)C)COC(C2=CC(=CC(=C2)C(C)(C)C)C(C)(C)C)=O)C=C(C1)C(C)(C)C.C(C1=CC=CC=C1)(=O)C1=CC2=C(C3=CC(=CC=C3N=C2C=C1)C(C1=CC=CC=C1)=O)C1=CC=CC=C1